4,5-diphenyl-1,2-dibromobenzene C1(=CC=CC=C1)C1=CC(=C(C=C1C1=CC=CC=C1)Br)Br